C(CCC[N+]12CCN(CC1)CC2)[N+]21CCN(CC2)CC1 (1,4-butanediyl)bis-4-aza-1-azoniabicyclo[2.2.2]octane